C1(=CC=CC=C1)NC1=CC=CC=2N(C3=CC=CC=C3C12)C1=CC(=CC(=C1)C(C)(C)C)C(C)(C)C N-phenyl-9-(3,5-di-tert-butylphenyl)-9H-carbazol-4-amine